C1(CCC(N1N1C(C=CC=C1)SSCCC(=O)O)=O)=O.NC1=NC=CC(=N1)C1=C2CN(C(C2=CC=C1)=O)C=1C=CC=C2C(=CNC12)C1=NC(=NC=C1C)NC1=NN(C(=C1)C)C 4-(2-aminopyrimidin-4-yl)-2-(3-(2-((1,5-dimethyl-1H-pyrazol-3-yl)amino)-5-methylpyrimidin-4-yl)-1H-indol-7-yl)isoindolin-1-one N-Succinimidyl-3-(2-pyridyldithio)propionate